tert-butyl-(3-bromo-5-((3-bromo-5-(trifluoromethyl)phenyl)sulfonyl)benzoyl)glycine C(C)(C)(C)N(CC(=O)O)C(C1=CC(=CC(=C1)S(=O)(=O)C1=CC(=CC(=C1)C(F)(F)F)Br)Br)=O